C(C=C)(=O)N1C(CN(CC1)C1=NC=NC2=CC(=C(C=C12)Cl)C1=C(C=C(C=C1)F)F)C#N 1-acryloyl-4-(6-chloro-7-(2,4-difluoro-phenyl)quinazolin-4-yl)piperazine-2-carbonitrile